N-benzyl-N-(3-cyano-6-hydroxy-1-benzothiophene-2-yl)acetamide C(C1=CC=CC=C1)N(C(C)=O)C=1SC2=C(C1C#N)C=CC(=C2)O